C(C)(C)(C)OC(=O)C=1C=CC2=C(N(C(=N2)CN2CCC(CC2)C2=NC(=CC=C2)OCC=2C=CC3=C(N=C(O3)C)C2)C[C@H]2OCC2)C1 (S)-2-((4-(6-((2-Methylbenzo[d]oxazol-5-yl)methoxy)pyridin-2-yl)piperidin-1-yl)methyl)-1-(oxaCyclobutan-2-ylmethyl)-1H-benzo[d]imidazole-6-carboxylic acid tert-butyl ester